2-[2H,3H-[1,4]dioxino[2,3-b]pyridine-7-sulfonyl]-1H,2H,3H,4H,5H,6H-pyrrolo[3,4-c]pyrrole O1CCOC2=NC=C(C=C21)S(=O)(=O)N2CC=1CNCC1C2